diphenylphosphono(phosphinyl) azide C1(=CC=CC=C1)OP(=O)(OC1=CC=CC=C1)P(=O)N=[N+]=[N-]